(E)-1-(2,4-dichlorophenyl)-2-((1-methyl-3-(trifluoromethyl)-1H-pyrazol-5-yl)oxy)ethan-1-one-O-isobutyl oxime C(C(C)C)O\N=C(\COC1=CC(=NN1C)C(F)(F)F)/C1=C(C=C(C=C1)Cl)Cl